3-Cyclopropyl-5-(6-fluoro-2-methylpyridin-3-ylmethyl)-4-oxo-4,5,6,7-tetrahydropyrazolo[1,5-a]pyrazine-2-carboxylic acid (5-trifluoromethyl-[1,3,4]thiadiazol-2-yl) amide FC(C1=NN=C(S1)NC(=O)C1=NN2C(C(N(CC2)CC=2C(=NC(=CC2)F)C)=O)=C1C1CC1)(F)F